ClC=1C=CC2=C(CC(CC=3N2C(=NN3)[C@H]3CC[C@H](CC3)N3C(CCC3)=O)OC)C1 1-[cis-4-(8-Chloro-5-methoxy-5,6-dihydro-4H-[1,2,4]triazolo[4,3-a][1]benzazepin-1-yl)cyclohexyl]pyrrolidin-2-on